O=C1C=C(N=C2N1C=CC=C2)NC(=O)C2(COC2)C2=NC=C(C=C2)N2C[C@@H](CCC2)NCC2(CCC2)C(F)(F)F (R)-N-(4-oxo-4H-pyrido[1,2-a]pyrimidin-2-yl)-3-(5-(3-(((1-(trifluoromethyl)cyclobutyl)methyl)amino)piperidin-1-yl)pyridin-2-yl)oxetane-3-carboxamide